O=C1N(C=C(C(N1C1=CC=C(C=C1)C)=O)C(=O)OCC)CC1CCOCC1 Ethyl 2,4-dioxo-1-((tetrahydro-2H-pyran-4-yl) methyl)-3-(p-tolyl)-1,2,3,4-tetrahydropyrimidine-5-carboxylate